Cl.N[C@H]1CN(CC[C@@H]2N(C1=O)[C@@H](CC2)C(=O)N[C@@H]2CCOC1=CC=CC=C21)S(=O)(=O)C2=CC=C(C=C2)F (5S,8S,10aR)-5-amino-N-((R)-chroman-4-yl)-3-((4-fluorophenyl)sulfonyl)-6-oxodecahydropyrrolo[1,2-a][1,5]diazocine-8-carboxamide hydrochloride